N-(6-(6-(1-methyl-1H-pyrazol-4-yl)imidazo[1,2-b]pyridazin-3-yl)pyridin-2-yl)-2-azaspiro[3.4]octan-6-amine CN1N=CC(=C1)C=1C=CC=2N(N1)C(=CN2)C2=CC=CC(=N2)NC2CC1(CNC1)CC2